P(OCC)(OC1=C(C=C(C=C1C(=O)C)C(=O)C)C(=O)C)=O ethyl 2,4,6-trimethylformylphenyl phosphonate